C(C)(=O)OCC=C(CCCC(CCCC(CCCC(C)C)C)C)C 3,7,11,15-tetramethylhexadec-2-enyl acetate